N-(2-cyanoethyl)-N-methyl-N-(sec-butyl)-amine C(#N)CCN(C(C)CC)C